C(C1=CC=CC=C1)N1CC=2C(=CC=C(C2C1)O)F 2-benzyl-7-fluoroisoindolin-4-ol